ClC1=C(C=C(C=C1)F)C1=CCN(CC1)C(=O)OC(C)(C)C tert-butyl 4-(2-chloro-5-fluorophenyl)-5,6-dihydropyridine-1(2H)-carboxylate